6-(4-(4-methylpiperazin-1-yl)anilino)-2-(3,5-dimethoxyanilino)pyrido[2,3-b]Pyrazine CN1CCN(CC1)C1=CC=C(NC=2C=CC=3C(=NC=C(N3)NC3=CC(=CC(=C3)OC)OC)N2)C=C1